O[C@@H]1C[C@H](N(C1)C([C@H](C(C)(C)C)NC(CCCCCCCCCCCCCCC(=O)O)=O)=O)C(NCC1=CC=C(C=C1)C1=C(N=CS1)C)=O 16-(((S)-1-((2S,4R)-4-hydroxy-2-((4-(4-methylthiazol-5-yl)benzyl)carbamoyl)pyrrolidin-1-yl)-3,3-dimethyl-1-oxobutan-2-yl)amino)-16-oxohexadecanoic Acid